C(C)(C)(C)O[C@@H]1C[C@@H](N(C1)C(=O)OCC1C2=CC=CC=C2C=2C=CC=CC12)C(N(C(C(=O)NC1CCCCC1)C=1C=NC=CC1)C1=CC=C(C=C1)C(C)(C)C)=O 9H-fluoren-9-ylmethyl (2R,4R)-4-tert-butoxy-2-[(4-tert-butylphenyl)-[2-(cyclohexylamino)-2-oxo-1-(3-pyridyl)ethyl]carbamoyl]pyrrolidine-1-carboxylate